CC(/C=C/CCCC)CCCC 7-methyl-(E)-5-undecene